2-[(R)-4-(6-benzyl-4,5-dimethyl-pyridazin-3-yl)-2-methyl-3,4,5,6-tetrahydro-2H-[1,2']bipyrazinyl-5'-yl]-propan-2-ol C(C1=CC=CC=C1)C1=C(C(=C(N=N1)N1C[C@H](N(CC1)C1=NC=C(N=C1)C(C)(C)O)C)C)C